C1(=CC(=CC=C1)C1=CC(=NC2=CC=C(C=C12)C(=O)N1CCN(CC1)C1COC1)C)C1=CC=CC=C1 (4-([1,1'-biphenyl]-3-yl)-2-methylquinolin-6-yl)(4-(oxetan-3-yl)piperazin-1-yl)methanone